C(C)OC(=O)C1CN(CC1)C(=O)OC(C)(C)C pyrrolidine-1,3-dicarboxylic acid 1-(tert-butyl) 3-ethyl ester